1-[2-(3-chlorophenyl)-2-methoxy-ethyl]-3-(m-tolyl)urea ClC=1C=C(C=CC1)C(CNC(=O)NC=1C=C(C=CC1)C)OC